C(C)N1N=CC=C1C=1C(=NN2C1N=C(C=C2)N2CC(N(CC2)C)CO)C=2C=C(C#N)C=CC2 3-[3-(2-Ethylpyrazol-3-yl)-5-[3-(hydroxymethyl)-4-methyl-piperazin-1-yl]pyrazolo[1,5-a]pyrimidin-2-yl]benzonitrile